4-(4,4-difluoro-1-((5-methoxy-7-methyl-1H-indol-4-yl)methyl)piperidin-2-yl)benzoic acid FC1(CC(N(CC1)CC1=C2C=CNC2=C(C=C1OC)C)C1=CC=C(C(=O)O)C=C1)F